(cyclohexylidene)-aminooxyacetic acid-2-(isopropoxy)-2-oxoethyl ester C(C)(C)OC(COC(C(ON)=C1CCCCC1)=O)=O